(2s,4r)-4-[(6-acetyl-5,7-dihydropyrrolo[3,4-b]pyridin-3-yl)oxy]-2-methyl-pyrrolidine-1-carboxylic acid tert-butyl ester C(C)(C)(C)OC(=O)N1[C@H](C[C@H](C1)OC=1C=C2C(=NC1)CN(C2)C(C)=O)C